5-chloro-8-fluoro-3-methyl-2,4-dioxo-1H-quinazoline-7-carbaldehyde ClC1=C2C(N(C(NC2=C(C(=C1)C=O)F)=O)C)=O